2,6-dihydroxy-9H-fluoren-9-one OC1=CC=2C(C3=CC=C(C=C3C2C=C1)O)=O